4-(4-Acryloylpiperazin-1-yl)-7-(2-amino-7-fluorobenzo[d]thiazol-4-yl)-6-chloro-8-fluoro-2-Hydroxyquinoline-3-carbonitrile C(C=C)(=O)N1CCN(CC1)C1=C(C(=NC2=C(C(=C(C=C12)Cl)C1=CC=C(C2=C1N=C(S2)N)F)F)O)C#N